5-cyano-4-((1-mercapto-2-methylpropan-2-yl)amino)pyridin C(#N)C=1C(=CC=NC1)NC(CS)(C)C